N[C@H](C(=O)N1CC2(C1)CC(C2)O)CC2=C(C=C(C=C2)F)F (S)-2-amino-3-(2,4-difluorophenyl)-1-(6-hydroxy-2-azaspiro[3.3]heptan-2-yl)propan-1-one